4-{[(6-chloro-5-fluoropyridin-3-yl)methyl](cyclopropyl)-amino}furan-2(5H)-one ClC1=C(C=C(C=N1)CN(C1=CC(OC1)=O)C1CC1)F